phenyl-5-chloropyrimidin-2-ylether C1(=CC=CC=C1)C1=NC(=NC=C1Cl)OC1=NC=C(C(=N1)C1=CC=CC=C1)Cl